C(C)(C)(C)N(C(O)=O)[C@H]1CN(CC1)C1=C(C(=CC=C1)C#N)F.NC1=NN(C2=C(C=CC=C12)N1C[C@@H](CC1)NC(OC(C)(C)C)=O)C tert-Butyl (R)-(1-(3-amino-1-methyl-1H-indazol-7-yl)pyrrolidin-3-yl)carbamate tert-Butyl-(R)-(1-(3-cyano-2-fluorophenyl)pyrrolidin-3-yl)carbamate